C(C)(C)(C)OC(N(C([2H])([2H])[2H])C1CCN(CC1)CC1=CC=C(C=C1)N1C(=NC=2C1=NC(=CC2)C2=CC=CC=C2)C=2C(=NC=CC2)N)=O.C2=C(C1=CC=CC=C1)O2 (R)-epoxystyrene tert-Butyl-(1-(4-(2-(2-aminopyridin-3-yl)-5-phenyl-3H-imidazo[4,5-b]pyridin-3-yl)benzyl)piperidin-4-yl)(methyl-d3)carbamate